N-(1-cyclohexyl-6-(2,4-difluorophenyl)-1H-pyrazolo[3,4-d]pyrimidin-4-yl)-5-nitrothiophene-2-carboxamide C1(CCCCC1)N1N=CC=2C1=NC(=NC2NC(=O)C=2SC(=CC2)[N+](=O)[O-])C2=C(C=C(C=C2)F)F